C(C)OC(=O)C=1N=NN2C1C(=CC(=C2)C2CCN(CC2)C(C(C)C)=O)C2=CC=C(C=C2)N (4-aminophenyl)-6-(1-isobutyrylpiperidin-4-yl)-[1,2,3]triazolo[1,5-a]pyridine-3-carboxylic acid ethyl ester